ClC1=NC=CC(=C1)OC1=C(N=C(S1)N)C1=CC2=CC=CC=C2C=C1 5-(2-chloropyridin-4-yloxy)-4-(naphthalen-2-yl)thiazol-2-amine